FC=1C=C2C(C=CN3C2=C(C1N1CC2(COC2)C1)OCC3C)=O 9-fluoro-3-methyl-10-(2-oxa-6-azaspiro[3.3]hept-6-yl)-2H-[1,4]oxazino[2,3,4-ij]quinolin-7(3H)-one